N-((3R,5S)-5-cyano-1-(7-(8-ethynyl-3-hydroxynaphthalen-1-yl)-8-fluoro-2-((tetrahydro-1H-pyrrolizin-7a(5H)-yl)methoxy)pyrido[4,3-d]pyrimidin-4-yl)azepan-3-yl)acrylamide C(#N)[C@@H]1C[C@H](CN(CC1)C=1C2=C(N=C(N1)OCC13CCCN3CCC1)C(=C(N=C2)C2=CC(=CC1=CC=CC(=C21)C#C)O)F)NC(C=C)=O